carnitine amide C[N+](C)(C)CC(CC(=O)N)O